FC1=CC=C(C=C1)S(=O)(=O)C12C(CCC=3C=C(C=NC13)C(C(F)(F)F)(C(F)(F)F)F)N(CC2)C(=O)C2CCC(CC2)C(=O)N (1r,4r)-4-(9a-((4-fluorophenyl)sulfonyl)-3-(perfluoropropan-2-yl)-6,6a,7,8,9,9a-hexahydro-5H-pyrrolo[2,3-H]quinoline-7-carbonyl)cyclohexane-1-carboxamide